N-[(1R)-1-[3-(1,1-difluoro-2-hydroxyethyl)-2-methylphenyl]ethyl]-1-(2-fluorophenyl)-6-oxopyridazine-3-carboxamide FC(CO)(F)C=1C(=C(C=CC1)[C@@H](C)NC(=O)C1=NN(C(C=C1)=O)C1=C(C=CC=C1)F)C